C1(CCCCC1)C(CN)C1=CSC=C1 2-cyclohexyl-2-(thiophen-3-yl)ethan-1-amine